(R)-6-(2-(2-bromophenyl)morpholino)-N4-(cyclopropylmethyl)pyrimidine-2,4-diamine BrC1=C(C=CC=C1)[C@H]1OCCN(C1)C1=CC(=NC(=N1)N)NCC1CC1